5-[4-[5-(trifluoromethyl)-1,2,4-oxadiazol-3-yl]benzyl]-2,3-dihydro-1λ6,5-benzothiazepine-3-Yl-carbamic acid tert-butyl ester C(C)(C)(C)OC(NC1C[SH4]C2=C(N(C1)CC1=CC=C(C=C1)C1=NOC(=N1)C(F)(F)F)C=CC=C2)=O